2-(2-Boc-hydrazino)-2,3-dimethylbutyric acid C(=O)(OC(C)(C)C)NNC(C(=O)O)(C(C)C)C